B(O)(O)C=1C=CC(=C(C(=O)N[C@H]2C[C@H](N(C2)C(=O)C=2C=C(C=CC2S(=O)(=O)C)B(O)O)C(N)=O)C1)S(=O)(=O)C (3-((2S,4S)-4-(5-borono-2-(methylsulfonyl)benzamido)-2-carbamoylpyrrolidine-1-carbonyl)-4-(methylsulfonyl)phenyl)boronic acid